FC1=C(N=CC2=C1N=C(N=C2N2CC1(CCNS(N1)(=O)=O)CCC2)OCC21CCCN1CCC2)C2=CC=CC1=CC=CC(=C21)F 8-(8-fluoro-7-(8-fluoronaphthalen-1-yl)-2-((hexahydro-1H-pyrrolizin-7a-yl)methoxy)pyrido[4,3-d]pyrimidin-4-yl)-2-thia-1,3,8-triazaspiro[5.5]undecane 2,2-dioxide